6-(1H-imidazol-1-yl)-N-((1r,4r)-4-(2-methoxyethoxy)cyclohexyl)-4-vinylpicolinamide N1(C=NC=C1)C1=CC(=CC(=N1)C(=O)NC1CCC(CC1)OCCOC)C=C